6-((7-chloro-4-oxo-3,4-dihydropyrido[4,3-d]pyrimidin-5-yl)amino)-N-ethyl-nicotinamide ethyl-4-(3-bromo-5-fluoro-4-methoxyphenyl)-4-chloropiperidine-1-carboxylate C(C)OC(=O)N1CCC(CC1)(Cl)C1=CC(=C(C(=C1)F)OC)Br.ClC1=CC=2N=CNC(C2C(=N1)NC1=NC=C(C(=O)NCC)C=C1)=O